ClC=1C=CC(=C(C1)O)C=1C=2N(C(=NN1)N[C@H]1CN(CCC1)CC(C)(C)O)C=CC2 5-chloro-2-(4-{[(3R)-1-(2-hydroxy-2-methylpropyl)piperidin-3-yl]amino}pyrrolo[1,2-d][1,2,4]triazin-1-yl)phenol